7-(allyloxy)-2-butyl-1-(4-methoxybenzyl)-1H-imidazo[4,5-d]pyridazin-4-amine C(C=C)OC=1N=NC(=C2C1N(C(=N2)CCCC)CC2=CC=C(C=C2)OC)N